NCC1=NC(=NO1)C=1N(C=2C=CC=C(C2C1)N[C@H]1[C@H](COCC1)F)CC(F)(F)F 2-[5-(aminomethyl)-1,2,4-oxadiazol-3-yl]-N-[(3R,4R)-3-fluorotetrahydropyran-4-yl]-1-(2,2,2-trifluoroethyl)indol-4-amine